6-(benzyloxy)-9-bromo-2-phenyl-[1,2,4]triazolo[5,1-a]isoquinoline-5-carboxylic acid C(C1=CC=CC=C1)OC1=C(N2C(C3=CC(=CC=C13)Br)=NC(=N2)C2=CC=CC=C2)C(=O)O